BrC1=NN(C2=CC=C(C=C12)C=O)COCC[Si](C)(C)C 3-bromo-1-((2-(trimethylsilyl)ethoxy)methyl)-1H-indazole-5-carbaldehyde